Lysine distearyl-glutamate C(CCCCCCCCCCCCCCCCC)N([C@@H](CCC(=O)O)C(=O)O)CCCCCCCCCCCCCCCCCC.N[C@@H](CCCCN)C(=O)O